ClC=1C=C2C=NN(C2=C(C1)C(=O)OC)CC=1SC(=CC1)C(F)(F)F Methyl 5-chloro-1-((5-(trifluoromethyl) thiophen-2-yl) methyl)-1H-indazole-7-carboxylate